(1-(piperidin-4-yl)-1H-pyrazol-5-yl)(4-(trifluoromethyl)phenyl)methanone N1CCC(CC1)N1N=CC=C1C(=O)C1=CC=C(C=C1)C(F)(F)F